[2-chloro-3-(2,2-dioxo-2λ6-thia-6-azaspiro[3.3]heptan-6-yl)-5-fluoro-phenyl]-[(7R)-2,7-dimethyl-3-[6-(trifluoromethyl)pyrazin-2-yl]-5,7-dihydro-4H-pyrazolo[3,4-c]pyridin-6-yl]methanone ClC1=C(C=C(C=C1N1CC2(CS(C2)(=O)=O)C1)F)C(=O)N1[C@@H](C=2C(CC1)=C(N(N2)C)C2=NC(=CN=C2)C(F)(F)F)C